N=1C=CN2N=C(C=CC21)C2=CNC=1N=C(N=CC12)CCC(F)(F)F 5-(imidazo[1,2-b]pyridazin-6-yl)-2-(3,3,3-trifluoropropyl)-7H-pyrrolo[2,3-d]pyrimidine